2,6-bis{4-[diethylamino]phenyl}-8-{2,6-dimethoxyphenyl}-4-phenyl-8H-phosphinino{3,2-b:5,6-b'}dithiophen-8-ylium P-oxide 2,2,2-trifluoroacetate FC(C(=O)[O-])(F)F.C(C)N(C1=CC=C(C=C1)C1=CC2=C(S1)[C+](C=1SC(=CC1P2(C2=CC=CC=C2)=O)C2=CC=C(C=C2)N(CC)CC)C2=C(C=CC=C2OC)OC)CC